5-ethynyl-6-fluoronaphthalene-2-yl[1,4'-bipiperidine]-1'-carboxylate hydrochloride Cl.C(#C)C1=C2C=CC(=CC2=CC=C1F)OC(=O)N1CCC(CC1)N1CCCCC1